N-((9-beta-D-ribofuranosylpurin-6-yl)-carbamoyl)threonine [C@@H]1([C@H](O)[C@H](O)[C@H](O1)CO)N1C2=NC=NC(=C2N=C1)NC(=O)N[C@@H]([C@H](O)C)C(=O)O